NCCNCCC[Si](OC)(OC)C N-(2-amino-ethyl)-3-aminopropyl-methyl-dimethoxysilane